(2-amino-4-chlorophenyl)(phenyl)methanone NC1=C(C=CC(=C1)Cl)C(=O)C1=CC=CC=C1